2-AMINO-6-FLUOROPYRIDIN-3-YLBORONIC ACID NC1=NC(=CC=C1B(O)O)F